(12aR)-3,4,12,12a-tetrahydro-7-(phenylmethoxy)-[1,4]oxazino[3,4-c]pyrido[2,1-f][1,2,4]triazine-6,8-dione C1(=CC=CC=C1)COC=1C(C=CN2N[C@H]3N(C(C21)=O)CCOC3)=O